BrC1=C(C(=CC2=C1C=NS2)C)C 4-bromo-5,6-dimethyl-1,2-benzothiazole